FC1(C(C1)C1=C(C(=NN1C=1N(N=C(C1)C)C)OCCCO)[N+](=O)[O-])F 3-((5-(2,2-difluorocyclopropyl)-2',5'-dimethyl-4-nitro-2'H-[1,3'-bipyrazol]-3-yl)oxy)propan-1-ol